1-(4-(4-(1,3-dioxolan-2-yl)piperidin-1-yl)benzyl)dihydropyrimidine-2,4(1H,3H)-dione O1C(OCC1)C1CCN(CC1)C1=CC=C(CN2C(NC(CC2)=O)=O)C=C1